(S)-N-(3-chloro-6,7-dihydroisoquinolin-8(5H)-ylidene)-2-methylpropane-2-sulfinamide ClC=1N=CC=2C(CCCC2C1)=N[S@@](=O)C(C)(C)C